BrCS(=O)C1CCC1 ((bromomethyl)sulfinyl)cyclobutane